NC1=NC=CC(=C1Cl)OC1=C(C=C(C=C1)C1=C(N=NN1C1=CC=CC=C1)C(=O)N)F (4-((2-amino-3-chloropyridin-4-yl)oxy)-3-fluorophenyl)-1-phenyl-1H-1,2,3-triazole-4-carboxamide